C(C#C)C1C(=O)OCCC1 α-propargyl-δ-valerolactone